CC=1C=C2C=NN(C2=CC1[N+](=O)[O-])C=1C=C(C=CC1)C 5-methyl-6-nitro-1-(m-tolyl)-1H-indazole